CC1(C(NC(CC1)=O)=O)N1CC2=CC=C(C=C2C1=O)C1CCN(CC1)CCC(=O)O 3-(4-(2-(3-Methyl-2,6-dioxopiperidin-3-yl)-3-oxoisoindolin-5-yl)piperidin-1-yl)propanoic acid